C1(CC1)C1=NC=2N(C=C1)N=CC2C(=O)NC2=C(C(=CC=C2)C2=NC=C(C=N2)F)OC 5-Cyclopropyl-N-(3-(5-fluoropyrimidin-2-yl)-2-methoxyphenyl)pyrazolo[1,5-a]pyrimidine-3-carboxamide